Oxacyclohexene-3-amine C1=CC(OCC1)N